6-butyl-2-(carboxymethoxy)-4-phenylquinolin-3-carboxylic acid C(CCC)C=1C=C2C(=C(C(=NC2=CC1)OCC(=O)O)C(=O)O)C1=CC=CC=C1